(R)-5-(3-hydroxypyrrolidine-1-carbonyl)-1-isobutyl-3-methyl-6-(naphthalen-1-ylmethyl)-1,6-dihydro-2H-pyrrolo[3,4-d]pyrimidine-2,4(3H)-dione O[C@H]1CN(CC1)C(=O)C=1N(C=C2N(C(N(C(C21)=O)C)=O)CC(C)C)CC2=CC=CC1=CC=CC=C21